3-(4-chlorophenyl)-5-(hydroxymethyl)oxazolidin-2-one ClC1=CC=C(C=C1)N1C(OC(C1)CO)=O